3-methyl-5-propyl-1,2-dihydropyridin-2-one CC=1C(NC=C(C1)CCC)=O